6-(3-(3-isopropyl-1H-indazol-5-yl)imidazo[1,2-b]pyridazin-6-yl)-2-oxa-6-azaspiro[3.4]octane C(C)(C)C1=NNC2=CC=C(C=C12)C1=CN=C2N1N=C(C=C2)N2CC1(COC1)CC2